BrCC1=C(C=CC=C1)B(O)O 2-(bromomethyl)-phenyl-boronic acid